C(C1=CC=CC=C1)OC(=O)N1C[C@@]([C@@H](C1)F)(C1=CC=C(C=C1)Cl)N |r| rac-(3R,4R)-3-amino-3-(4-chlorophenyl)-4-fluoro-pyrrolidine-1-carboxylic acid benzyl ester